CC1=NC=C2N1C=C(C=C2)C2=NC(=NC(=N2)NC(C)(C)C=2N=C(SC2)C(F)(F)F)N 6-(3-methylimidazo[1,5-a]pyridin-6-yl)-N2-(2-(2-(trifluoromethyl)thiazol-4-yl)propan-2-yl)-1,3,5-triazine-2,4-diamine